FCC1CN(C1)CCOC1=CC=C(C=C1)C1OC2=C(C=CC=C2C(F)(F)F)C=2C=NC=3C=C(C=CC3C21)O 5-(4-{2-[3-(fluoromethyl)azetidin-1-yl]ethoxy}phenyl)-7-(trifluoromethyl)-5H-[1]benzopyrano[4,3-c]quinolin-2-ol